C(O)(O)=O.N(=[N+]=[N-])C(C(=O)O)CCCC azidocaproic acid carbonate